C(C)(C)(C)OC(=O)NCCOC1=CC=C(C=C1)C=1C=C2C(=CNC2=CC1Cl)C(=O)OCC=C allyl 5-(4-(2-((tert-butoxycarbonyl)amino)ethoxy)phenyl)-6-chloro-1H-indole-3-carboxylate